CC1=CC(=CC(=C1O)C/C=C(\\C)/CCCC(C)CCCC(C)CCCC(C)C)O The molecule is a member of the class of hydroquinones that is 2-methylbenzene-1,4-diol substituted by a phytyl group at position 6. It is a member of hydroquinones and a dihydroxytoluene.